O[C@](COC(C1=CC=CC=C1)=O)(CCOS(=O)(=O)C)C benzoic acid (2S)-2-hydroxy-4-[(methanesulfonyl) oxy]-2-methylbutyl ester